1-((methylsulfonyl)ethyl)-5-(1H-pyrrolo[2,3-b]pyridin-4-yl)pyrazin-2(1H)-one CS(=O)(=O)CCN1C(C=NC(=C1)C1=C2C(=NC=C1)NC=C2)=O